4-benzyloxy-6-vinyl-benzofuran C(C1=CC=CC=C1)OC1=CC(=CC2=C1C=CO2)C=C